[Si].[Si](OC)(OC)(OC)OC tetramethyl orthosilicate silicon